C(C)(C)(C)OC(=O)N1CCCC2(CC(=NO2)C(=O)N2CCC3=CC(=CC=C23)S(=O)(=O)N2CCN(CC2)C2=NC(=CC(=C2)C(F)(F)F)Cl)C1 3-[5-[4-[6-chloro-4-(trifluoromethyl)-2-pyridinyl]piperazin-1-yl]sulfonylindoline-1-carbonyl]-1-oxa-2,9-diazaspiro[4.5]dec-2-ene-9-carboxylic acid tert-butyl ester